BrC1=C(C=C(C=C1)[N+](=O)[O-])CBr 1-Bromo-2-(bromomethyl)-4-nitrobenzene